C1(=CC=CC=C1)SC1=C(C=CC=C1C(=O)OC)C1=CC=CC=C1 methyl 2-(phenylthio)-[1,1'-biphenyl]-3-carboxylate